C(C)(=O)N(C1=C(C=C(C=C1)C1=CC=C(C=N1)NC(CC1=CC=C(C=C1)Cl)=O)Cl)CC1CC1 N-[6-[4-[acetyl(cyclopropylmethyl)amino]-3-chloro-phenyl]-3-pyridyl]-2-(4-chlorophenyl)acetamide